2,5-dimethyl-2,5-di(benzoylperoxy)-hexane CC(C)(CCC(C)(OOC(C1=CC=CC=C1)=O)C)OOC(C1=CC=CC=C1)=O